CN1C(CCC1=O)C(=O)NC1=CC(=CC=2OCC(NC21)=O)OC2=CC(=CC=C2)C(F)(F)F 1-Methyl-5-oxo-N-(3-oxo-7-(3-(trifluoromethyl)phenoxy)-3,4-dihydro-2H-benzo[b][1,4]oxazin-5-yl)pyrrolidine-2-carboxamide